C(CC(=O)OCC(COC(=O)CCC(=O)O)OC(=O)CCC(=O)O)C(=O)O glyceryl trisuccinate